Cl.FC1=C(C=C(CC=2C(=C(C(NN2)=O)C)C)C=C1)C(=O)N1CC(N(CC1)C1=CC=CC=C1)=O 6-{4-fluoro-3-[(3-oxo-4-phenylpiperazin-1-yl)carbonyl]benzyl}-4,5-dimethylpyridazin-3(2H)-one hydrochloride